tert-Butyl (5-bromo-4-chloro-3-nitropyridin-2-yl)carbamate BrC=1C(=C(C(=NC1)NC(OC(C)(C)C)=O)[N+](=O)[O-])Cl